1-(4-((4-(1H-pyrazol-1-yl)phenyl)(4H-benzo[d][1,3]dioxin-6-yl)methyl)piperazine-1-carbonyl)-1H-1,2,4-triazole-3-carbonitrile N1(N=CC=C1)C1=CC=C(C=C1)C(N1CCN(CC1)C(=O)N1N=C(N=C1)C#N)C1=CC2=C(OCOC2)C=C1